(4-(4-(4-methylpiperazin-1-yl)piperidin-1-yl)phenyl)formamide methyl-(4aS,7aS)-7-formyl-1-hydroxy-1,4a,5,7a-tetrahydrocyclopenta[c]-pyran-4-carboxylate COC(=O)C=1[C@@H]2[C@H](C(OC1)O)C(=CC2)C=O.CN2CCN(CC2)C2CCN(CC2)C2=CC=C(C=C2)NC=O